N-((R)-1-(3-(difluoromethyl)-2-fluorophenyl)ethyl)-1-(1-(difluoromethyl)cyclopropyl)-4-(((1s,3S)-3-(dimethylamino)cyclobutyl)amino)-6-oxo-1,6-dihydropyridine-3-carboxamide FC(C=1C(=C(C=CC1)[C@@H](C)NC(=O)C1=CN(C(C=C1NC1CC(C1)N(C)C)=O)C1(CC1)C(F)F)F)F